2,2,2-trifluoro-1-(4-isopropylphenyl)ethan-1-one FC(C(=O)C1=CC=C(C=C1)C(C)C)(F)F